methyl 2-amino-5-iodo-3-methoxy-benzoate NC1=C(C(=O)OC)C=C(C=C1OC)I